C1=CC=CC=2C=C(C=3C=CC=4C=CC=CC4C3C21)B(O)O benzo[c]phenanthren-6-yl-boronic acid